COC(=O)[C@H]1N(C[C@@H](C1)O)C(=O)OC(C)(C)C (2S,4R)-N-(tert-Butoxycarbonyl)-4-hydroxy-2-pyrrolidinecarboxylic acid methyl ester